FC1=CC=C2C=CC(=NC2=C1)C1=CCCCN1C(=O)OC(C)(C)C tert-butyl 6-(7-fluoroquinolin-2-yl)-3,4-dihydropyridine-1(2H)-carboxylate